(S)-N-(2-(1-ethyl-8-oxa-1-azaspiro[4.5]decan-4-yl)thieno[2,3-b]pyridin-4-yl)-4,6-difluorobenzo[d]thiazol-5-amine C(C)N1CC[C@@H](C12CCOCC2)C2=CC=1C(=NC=CC1NC=1C(=CC3=C(N=CS3)C1F)F)S2